C1(=CC=CC=C1)P(OCC)(=O)OCC diethyl benzene-phosphonate